6-(cyclopropylmethoxy)-N-[(2S)-1-{[fluoro(dideuteromethyl)methyl]oxy}-4-methylpent-2-yl]-5-(pyrrolidin-1-yl)pyridine-2-carboxamide C1(CC1)COC1=C(C=CC(=N1)C(=O)N[C@H](COC(C([2H])[2H])F)CC(C)C)N1CCCC1